tert-butyl 3-(S)-hydroxypyrrolidine-1-carboxylate O[C@@H]1CN(CC1)C(=O)OC(C)(C)C